FC1=C(C=C(C=C1)F)COC1=CC=2N(C=C1)N=C(C2C(=O)NC(C(=O)N)(CO)C)C 2-({5-[(2,5-difluorophenyl)methoxy]-2-methylpyrazolo[1,5-a]pyridin-3-yl}formamido)-3-hydroxy-2-methylpropanamide